Ethyl 5-(N-(6-chloro-5-fluoro-1,7b-dihydrocyclopropa[c]chromen-1a(2H)-yl)sulfamoyl)-2-methyl-1H-pyrrole-3-carboxylate ClC1=CC=2C3C(COC2C=C1F)(C3)NS(=O)(=O)C3=CC(=C(N3)C)C(=O)OCC